NCC=1C=NC(=NC1)C1=C(C=C(C#N)C=C1)OC1=NC(=NC(=C1)N1C[C@@H](OCC1)C)C 4-[5-(aminomethyl)pyrimidin-2-yl]-3-[2-methyl-6-[(2S)-2-methylmorpholin-4-yl]pyrimidin-4-yl]oxybenzonitrile